bis-trimethyl-ammonium chloride [Cl-].C[NH+](C)C.C[NH+](C)C.[Cl-]